[Si](C)(C)(C(C)(C)C)OCC1(CC(N(CC1)C(=O)OC(C)(C)C)C=O)CO[Si](C)(C)C(C)(C)C Tert-butyl 4,4-bis(((tert-butyldimethylsilyl) oxy) methyl)-2-formylpiperidine-1-carboxylate